aluminum tris(ethyl-acetoacetate) C(C)CC(CC(=O)[O-])=O.C(C)CC(CC(=O)[O-])=O.C(C)CC(CC(=O)[O-])=O.[Al+3]